4-(cyclopentylamino)-N'-(2-ethyl-4-hydroxy-phenyl)-6-pyrimidin-5-yl-pyrrolo[1,2-b]pyridazine-3-carboxamidine C1(CCCC1)NC=1C=2N(N=CC1C(=NC1=C(C=C(C=C1)O)CC)N)C=C(C2)C=2C=NC=NC2